2-(2,5-bis(2,3-dihydrothieno[3,4-b][1,4]dioxin-5-yl)thiophen-3-yl)ethan-1-ol O1C=2C(OCC1)=C(SC2)C=2SC(=CC2CCO)C=2SC=C1OCCOC12